The molecule is 5-Methylidene-5H-dibenzo[a,d]cycloheptene in which one of the hydrogens of the methylidene group is substituted by a 2-(dimethylamino)ethyl group. A centrally acting skeletal muscle relaxant, it is used as its hydrochloride salt in the symptomatic treatment of painful muscle spasm. It has a role as a muscle relaxant, a tranquilizing drug and an antidepressant. It derives from a hydride of a dibenzo[a,d][7]annulene. CN(C)CCC=C1C2=CC=CC=C2C=CC3=CC=CC=C31